C1=CC=C2C(=C1)C(=CN2)CC3=CNC4=CC=CC=C43 3,3'-di-indolylmethane